C(C)(C)(C)OC(=O)N[C@@H]([C@@H](C(=O)N[C@H](C(=O)O)C1=CC(=CC=C1)OC(F)(F)F)O)CC1=CC=C(C=C1)Br (S)-2-((2S,3R)-3-((tert-butoxycarbonyl)amino)-4-(4-bromophenyl)-2-hydroxybutanamido)-2-(3-(trifluoromethoxy)phenyl)acetic acid